4-(2-{[(2r,7ar)-2-fluoro-hexahydro-1H-pyrrolizin-7a-yl]methoxy}-6-chloro-4-{3,8-diazabicyclo[3.2.1]oct-3-yl}-8-fluoroquinazolin-7-yl)-5-fluoronaphthalen-2-ol F[C@@H]1C[C@]2(CCCN2C1)COC1=NC2=C(C(=C(C=C2C(=N1)N1CC2CCC(C1)N2)Cl)C2=CC(=CC1=CC=CC(=C21)F)O)F